4-[5-(2-amino-1,1-difluoroethyl)pyridin-2-yl]-3-(2-methyl-5-phenylpyrazol-3-yl)oxybenzonitrile NCC(F)(F)C=1C=CC(=NC1)C1=C(C=C(C#N)C=C1)OC=1N(N=C(C1)C1=CC=CC=C1)C